(3-chloro-5-cyclopropyl-4-hydroxyphenyl)-1,2,4-oxadiazole-5-carboxylic acid ethyl ester C(C)OC(=O)C1=NC(=NO1)C1=CC(=C(C(=C1)C1CC1)O)Cl